[N+](=O)([O-])C=1C=C(C=NNC(=O)C=2N=NNC2)C=CC1 (3-nitrobenzylidene)-1H-1,2,3-triazole-4-carbohydrazide